FC(C1=C(C=C2CCCN(C2=C1)C=1C2=CN(C=C2C=C(C1)C1=CCC(CC1)S(=O)(=O)C)C(C)=O)C=1C=NN(C1)C)F 1-(4-(7-(difluoromethyl)-6-(1-methyl-1H-pyrazol-4-yl)-3,4-dihydroquinolin-1(2H)-yl)-6-(4-(methylsulfonyl)cyclohex-1-en-1-yl)isoindol-2-yl)ethan-1-one